2-((((((4-ethylthiazol-2-yl)methyl)amino)methyl)phenoxy)methyl)nicotinonitrile C(C)C=1N=C(SC1)CNCC1=C(OCC2=C(C#N)C=CC=N2)C=CC=C1